4,4''-bis(3,6-dimethyl-9H-carbazol-9-yl)-2'-(2,6-diphenylpyridin-4-yl)-[1,1':3',1''-terphenyl]-5'-carbonitrile CC=1C=CC=2N(C3=CC=C(C=C3C2C1)C)C1=CC=C(C=C1)C1=C(C(=CC(=C1)C#N)C1=CC=C(C=C1)N1C2=CC=C(C=C2C=2C=C(C=CC12)C)C)C1=CC(=NC(=C1)C1=CC=CC=C1)C1=CC=CC=C1